(Z)-3-((2-methyl-1H-imidazol-5-yl)methylene)-5-(5-methyl-3,4-dihydro-2H-benzo[b][1,4]oxazin-6-yl)indolin-2-one CC=1NC(=CN1)\C=C\1/C(NC2=CC=C(C=C12)C1=C(C2=C(OCCN2)C=C1)C)=O